FC(CNN)(F)F (2,2,2-trifluoroethyl)hydrazine